O(CC(CO)(CO)CC)CC(CO)(CO)CC 2,2'-(oxydimethylene)bis-(2-ethyl-1,3-propanediol)